4-(trifluoromethyl)pyridineamide formate C(=O)O.FC(C1=CC(=NC=C1)C(=O)N)(F)F